C1#CC=CC=C1 benzyne